(triphenylmethyl)-L-histidine C1(=CC=CC=C1)C(C1=CC=CC=C1)(C1=CC=CC=C1)N[C@@H](CC1=CNC=N1)C(=O)O